1-(5-(((1R,5S)-3,8-diazabicyclo[3.2.1]octan-8-yl)methyl)benzo[d]isoxazol-3-yl)dihydropyrimidine-2,4(1H,3H)-dione [C@H]12CNC[C@H](CC1)N2CC=2C=CC1=C(C(=NO1)N1C(NC(CC1)=O)=O)C2